(R)-1,2-epoxyoctane C1[C@@H](CCCCCC)O1